(R)-5-chloro-2-(2,4-dimethylpiperazin-1-yl)pyridin-4-amine ClC=1C(=CC(=NC1)N1[C@@H](CN(CC1)C)C)N